C(C)(=O)O[C@H]([C@@H](CNC(C1=CC(=CC=C1)Cl)=O)OC(C)=O)[C@@H]1O[C@](C[C@@H]([C@H]1NC(COC(C)=O)=O)OC(C)=O)(SC1=CC=C(C=C1)C)C(=O)OC (1R,2R)-1-((2R,3R,4S,6R)-4-acetoxy-3-(2-acetoxyacetamido)-6-(methoxycarbonyl)-6-(p-tolylthio)tetrahydro-2H-pyran-2-yl)-3-(3-chlorobenzamido)propane-1,2-diyl diacetate